ClC1=C(C=NC=2OCCNC21)C=2C(=C(C=1C=NC(=NC1C2)N)N(CC2=CC=C(C=C2)OC)CC2=CC=C(C=C2)OC)F 7-(8-chloro-2,3-dihydro-1H-pyrido[2,3-b][1,4]oxazin-7-yl)-6-fluoro-N5,N5-bis(4-methoxybenzyl)quinazoline-2,5-diamine